COC1=CC=C(C=C1)C=1C=C2C=C(C(N(C2=NC1)CCN1CCOCC1)=O)C(=O)NC1CC2(C1)CCC2 6-(4-methoxyphenyl)-1-(2-morpholinylethyl)-2-oxo-N-(spiro[3.3]hept-2-yl)-1,2-dihydro-1,8-naphthyridine-3-carboxamide